9,10-bis(4-(diphenylamino)phenyl)dithieno[2,3-a:3',2'-c]phenazine C1(=CC=CC=C1)N(C1=CC=C(C=C1)C=1C=C2N=C3C4=C(C5=C(C3=NC2=CC1C1=CC=C(C=C1)N(C1=CC=CC=C1)C1=CC=CC=C1)SC=C5)C=CS4)C4=CC=CC=C4